(4-(6-methyl-1H-indol-3-yl)furan-2-yl)-4-oxobutanoic acid CC1=CC=C2C(=CNC2=C1)C=1C=C(OC1)C(C(=O)O)CC=O